3-[2-chloro-4-(trifluoromethyl)phenoxy]benzoic acid ClC1=C(OC=2C=C(C(=O)O)C=CC2)C=CC(=C1)C(F)(F)F